Cl.C(C)N(CCS)CC 2-diethylaminoethanethiol hydrochloric acid salt